C(C)N1C(=NC2=C1C=CC(=C2)C#CC2=C1C=C(N=CC1=C(N=C2)NC)NC(=O)C2CC2)C N-(5-((1-ethyl-2-methyl-1H-benzo[d]imidazol-5-yl)ethynyl)-8-(methylamino)-2,7-naphthyridin-3-yl)cyclopropanecarboxamide